8-[(2S,5R)-2,5-dimethyl-4-{phenyl[4-(trifluoromethoxy)phenyl]methyl}piperazin-1-yl]-5-methyl-6-oxo-5,6-dihydro-1,5-naphthyridine-2-carbonitrile C[C@@H]1N(C[C@H](N(C1)C(C1=CC=C(C=C1)OC(F)(F)F)C1=CC=CC=C1)C)C1=CC(N(C=2C=CC(=NC12)C#N)C)=O